C(C)N(CCOCC(=O)N(CCCC)C)CC 2-[2-(diethylamino)ethoxy]-N-methyl-N-butyl-acetamide